N=1CCCCCC1 3,4,5,6-Tetrahydro-2H-azepin